C(CCCCC)NC(=O)N[C@H](CC(N)=O)C(=O)N[C@@H](C)C(=O)OC methyl (hexylcarbamoyl)-D-asparaginyl-L-alaninate